FC(CN(C)C)(CCN[C@@H]1C[C@H](CC1)NC1=NC=C(C(=N1)C1=CNC2=NC(=CC=C21)C#N)C(F)(F)F)F [(2,2-difluoro-4-{[(1S,3S)-3-{[4-(6-cyano-1H-Pyrrolo[2,3-b]pyridin-3-yl)-5-(trifluoromethyl)pyrimidin-2-yl]amino}cyclopentyl]amino}butyl)(methyl)amino]methane